tert-Butyl 3-(3-fluoro-4-(methoxycarbonyl)phenyl)-5-(2-fluoro-6-methoxyphenyl)-1H-pyrazolo[3,4-c]pyridine-1-carboxylate FC=1C=C(C=CC1C(=O)OC)C1=NN(C2=CN=C(C=C21)C2=C(C=CC=C2OC)F)C(=O)OC(C)(C)C